FCOC=1C=C(C(=O)NC)C=CC1NCC#CC=1N(C2=CC=CC(=C2C1)NC1CCC(CC1)N1CC2(COC2)C1)CC(F)(F)F 3-(fluoromethoxy)-N-methyl-4-{[3-(4-{[(1R,4R)-4-{2-oxa-6-azaspiro[3.3]heptan-6-yl}cyclohexyl]amino}-1-(2,2,2-trifluoroethyl)-1H-indol-2-yl)prop-2-yn-1-yl]amino}benzamide